C1(=CC=C(C=C1)C1(C2=CC=CC=C2C=2C(=CC=CC12)Br)C1=CC=CC=C1)C1=CC=CC=C1 9-{[1,1'-Biphenyl]-4-yl}-4-bromo-9-phenylfluorene